5-cyano-2,3-xylene C(#N)C=1C=C(C(=CC1)C)C